1-(2,2-difluoroethyl)-5-isobutyl-6-(2-(2-methyl-6-(trifluoromethyl)pyrimidin-4-yl)-2,6-diazaspiro[3.4]octan-6-yl)-1,5-dihydro-4H-pyrazolo[3,4-d]pyrimidin-4-one FC(CN1N=CC2=C1N=C(N(C2=O)CC(C)C)N2CC1(CN(C1)C1=NC(=NC(=C1)C(F)(F)F)C)CC2)F